N1=C(C=CC(=C1)C(C(=O)NC1=NC=C(C(=C1)Br)Cl)C)C=1C=NC=CC1 2-([2,3'-bipyridin]-5-yl)-N-(4-bromo-5-chloropyridin-2-yl)propionamide